C(CCCC)NC(=O)C1=CC2=C(CNC2)S1 N-pentyl-5,6-dihydro-4H-thieno[2,3-c]pyrrole-2-carboxamide